(E)-Hex-4-en-1-yl-2-hydroxybenzoat C(CC\C=C\C)OC(C1=C(C=CC=C1)O)=O